C1(CC1)NC(=O)NC1=CC(=CC=C1)C(=O)N1CC2(C3=C(C=CC=C13)F)CCCC2 1-cyclopropyl-3-(3-(4'-fluorospiro[cyclopentane-1,3'-indolin]-1'-carbonyl)phenyl)urea